C(CCC)C1=NC2=CC=C(C=C2C(=C1)OC)OCCCCCCN1CCC(CC1)CO (1-(6-((2-butyl-4-methoxyquinolin-6-yl)oxy)hexyl)piperidin-4-yl)methanol